C(C)(C)(C)OC(N(CC1=CC(=NC=C1)C)C1=CC(=NC=2N1N=C(C2I)C)C)=O (3-iodo-2,5-dimethyl-pyrazolo[1,5-a]pyrimidin-7-yl)-(2-methyl-pyridin-4-ylmethyl)-carbamic acid tert-butyl ester